2-methyl-1-(tetrahydro-2H-pyran-4-yl)-1-propanone CC(C(=O)C1CCOCC1)C